6-chloro-2-(4,4-difluoroazepan-1-yl)-4-methylnicotinic acid ClC1=NC(=C(C(=O)O)C(=C1)C)N1CCC(CCC1)(F)F